C1=CC=CC=2C3=CC=CC=C3C(C12)COC(=O)N([C@H](C(=O)O)CC(C)C)C (2S)-2-[9H-fluoren-9-yl-methoxycarbonyl(methyl)amino]-4-methyl-pentanoic acid